5-methyl-N-(6-((4-methylpiperazin-1-yl)methyl)quinolin-2-yl)-1-(o-tolyl)-1H-1,2,3-triazole-4-carboxamide CC1=C(N=NN1C1=C(C=CC=C1)C)C(=O)NC1=NC2=CC=C(C=C2C=C1)CN1CCN(CC1)C